ethyl 1-(cyclopropylmethyl)-7-hydroxy-indole-2-carboxylate C1(CC1)CN1C(=CC2=CC=CC(=C12)O)C(=O)OCC